FC(C=1C=C(N)C=CC1C(F)(F)F)(F)F 3,4-bistrifluoromethylaniline